5-chloro-2-(cyclopropylmethoxy)nitrobenzene ClC=1C=CC(=C(C1)[N+](=O)[O-])OCC1CC1